COC1=CC=C2C3=C1C(N(C(C3=CC=C2)=O)C(CC)CCCCC)=O methoxy-2-(octan-3-yl)-1H-benzo[de]isoquinoline-1,3(2H)-dione